trans-1,2-bis(tributylstannyl)ethene C(CCC)[Sn](\C=C\[Sn](CCCC)(CCCC)CCCC)(CCCC)CCCC